FC1=CC=C(C=2C1=NON2)S(N)(=O)=O 4-Fluoro-7-sulfamoyl-benzofurazan